C#C[C@@H](/C=C/CCCCCCCCC/C=C\\CCCC/C=C\\CCCCC/C=C/[C@H](C#C)O)O The molecule is an enyne that is (4E,11Z,17Z,28E)-dotriaconta-4,11,17,28-tetraene-1,31-diyne substituted by hydroxy groups at positions 3 and 30 (the 3R,30R-stereoisomer). It has been isolated from the marine sponge Petrosia. It has a role as an antineoplastic agent, an animal metabolite and a marine metabolite. It is a diol, an enyne, a secondary alcohol and a terminal acetylenic compound.